N-(1-(2-morpholinoethyl)-1H-pyrazol-4-yl)-4-(3-phenylisooxazolidin-2-yl)-5-(trifluoromethyl)pyrimidin-2-amine O1CCN(CC1)CCN1N=CC(=C1)NC1=NC=C(C(=N1)N1OCCC1C1=CC=CC=C1)C(F)(F)F